CCCCCCCCCCCC(=O)OC[C@H](COP(=O)(O)OP(=O)(O)OC[C@@H]1[C@H]([C@H]([C@@H](O1)N2C=CC(=NC2=O)N)O)O)OC(=O)CCCCCCCCCCC The molecule is a CDP-diacylglycerol in which the acyl groups at positions 1 and 2 are specified as dodecanoyl. It has a role as a Mycoplasma genitalium metabolite. It derives from a dodecanoic acid.